C(C)[Si](C1=CC=C(C=C1)C(=[Zr](C1C=CC=C1)C1=C(C=CC=2C3=CC=C(C=C3CC12)C(C)(C)C)C(C)(C)C)C1=CC=C(C=C1)[Si](CC)(CC)CC)(CC)CC di(para-triethylsilylphenyl)methylene(2,7-di-tertbutyl-fluorenyl)(cyclopentadienyl)zirconium